FC1=C(C=CC=C1F)NC(=O)[C@H]1[N+](=C(C[C@@H]1C1=CC=C(C=C1)C)C)[O-] |o1:11,15| rel-(2s,3r)-N-(2,3-difluorophenyl)-3,4-dihydro-5-methyl-3-(4-methylphenyl)-2H-pyrrole-2-carboxamide 1-oxide